2-Boc-4-hydroxymethyl-2-azabicyclo[2.1.1]Hexane-1-carboxylic acid methyl ester COC(=O)C12N(CC(C1)(C2)CO)C(=O)OC(C)(C)C